(2S,3S)-N-(2-(diethylamino)-4-((4-(trifluoromethyl)benzyl)amino)phenyl)-2,3-difluorooctanamide C(C)N(C1=C(C=CC(=C1)NCC1=CC=C(C=C1)C(F)(F)F)NC([C@@H]([C@H](CCCCC)F)F)=O)CC